(3R)-3-[tert-butyl-(dimethyl)silyl]oxybutan-1-ol C(C)(C)(C)[Si](O[C@@H](CCO)C)(C)C